NC1=NN(C=C1)C1=NC=NC=C1C#N 4-(3-amino-1H-pyrazol-1-yl)pyrimidine-5-carbonitrile